Undecen-1-Ol C=CCCCCCCCCCO